4-hydroxy-2-(2-(4-phenoxyphenyl)acetamido)pyrimidine OC1=NC(=NC=C1)NC(CC1=CC=C(C=C1)OC1=CC=CC=C1)=O